4-hydroxy-3,4-dihydro-2H-1-benzopyran-2-carboxamide OC1CC(OC2=C1C=CC=C2)C(=O)N